ClC1=C2C(=NNC2=C(C(=C1)C(C)N)C1=CC=CC=C1)C 1-(4-chloro-3-methyl-7-phenyl-1H-indazol-6-yl)ethanamine